ClC=1C=C2C=NC=NC2=C(C1C1=CC=C(C=C1)F)SC[C@@H](CO)OC (R)-6-chloro-7-(4-fluorophenyl)-8-((3-hydroxy-2-methoxypropyl)thio)quinazoline